N-[4-fluoro-5-[1-(6-methoxypyrimidin-4-yl)-3,6-dihydro-2H-pyridin-4-yl]-2-[rac-(3R,5S)-3,4,5-trimethylpiperazin-1-yl]phenyl]-6-oxo-4-(trifluoromethyl)-1H-pyridine-3-carboxamide FC1=CC(=C(C=C1C=1CCN(CC1)C1=NC=NC(=C1)OC)NC(=O)C1=CNC(C=C1C(F)(F)F)=O)N1C[C@H](N([C@H](C1)C)C)C |r|